C(C)C=1C(NC2=CC=CC=C2N1)=O 3-ethylquinoxalin-2(1H)-one